2-(2-(p-butoxyphenyl)ethenyl)-4,6-bis(trichloromethyl)-s-triazine C(CCC)OC1=CC=C(C=C1)C=CC1=NC(=NC(=N1)C(Cl)(Cl)Cl)C(Cl)(Cl)Cl